N-[5-(1H-benzimidazol-2-yl)-1-[(4-methoxyphenyl)methyl]-pyrazol-3-yl]-4-(4-hydroxy-1-piperidyl)benzamide N1C(=NC2=C1C=CC=C2)C2=CC(=NN2CC2=CC=C(C=C2)OC)NC(C2=CC=C(C=C2)N2CCC(CC2)O)=O